4-methylbenzensulfonamide CC1=CC=C(C=C1)S(=O)(=O)N